C(=O)(OC(C)C)[C@H](O)[C@@H](O)C(=O)OC(C)C diisopropyl L-tartrate